tert-butyl (3R,4R)-4-(((7-((tert-butoxycarbonyl) (2-fluoro-4-(pyridin-2-yl) benzyl) amino)-3-cyclopropylpyrazolo[1,5-a]pyrimidin-5-yl) amino) methyl)-3-hydroxypiperidine-1-carboxylate C(C)(C)(C)OC(=O)N(C1=CC(=NC=2N1N=CC2C2CC2)NC[C@@H]2[C@H](CN(CC2)C(=O)OC(C)(C)C)O)CC2=C(C=C(C=C2)C2=NC=CC=C2)F